6-(4-cyclopropyl-6-methoxypyrimidin-5-yl)-1-(4-(1-ethyl-4-(trifluoromethyl)-1H-imidazol-2-yl)benzyl)-3-(methylthio)-1H-pyrazolo[3,4-d]pyrimidine C1(CC1)C1=NC=NC(=C1C1=NC=C2C(=N1)N(N=C2SC)CC2=CC=C(C=C2)C=2N(C=C(N2)C(F)(F)F)CC)OC